CC(C(C)C)P(O)(O)(C1=CC(=NC2=C(N=CC=C12)C1=CC=NN1C1OCCCC1)N1[C@@H](COCC1)C)OC1(CCCCC1)C(CN)C1=CC=C(C=C1)OC 1-(2-amino-1-(4-methoxyphenyl)ethyl)cyclohexanol methyl-{2-[(3R)-3-methylmorpholin-4-yl]-8-[1-(tetrahydro-2H-pyran-2-yl)-1H-pyrazol-5-yl]-1,7-naphthyridin-4-yl}isobutyl-phosphite